BrC1=CC=C(C=C1)C1=NC(=CC(=N1)Cl)Cl (4-bromophenyl)-4,6-dichloropyrimidine